NC1=CC2=C(N=CCO2)C=C1 7-amino-2H-1,4-benzoxazine